2-chloro-4-[[4-[5-methoxy-3-(trifluoromethyl)pyrazol-1-yl]phenyl]methoxy]-5-methyl-pyrimidine ClC1=NC=C(C(=N1)OCC1=CC=C(C=C1)N1N=C(C=C1OC)C(F)(F)F)C